C(C)OS(=O)(=O)[O-].C(CC)C(C)[N+](C)(C)CC propyl-ethyl-dimethyl-ethyl-ammonium ethyl-sulfate